vanadium (iii) sulfate S(=O)(=O)([O-])[O-].[V+3].S(=O)(=O)([O-])[O-].S(=O)(=O)([O-])[O-].[V+3]